N-carbamyl-fluorochloronicotinamide C(N)(=O)NC(C1=C(N=C(C=C1)F)Cl)=O